benzyl (E)-(2-(2-(3-(hydroxyamino)-3-oxoprop-1-en-1-yl)phenyl)-5,5-dioxido-5-thia-2-azaspiro[3.4]octan-7-yl)carbamate ONC(/C=C/C1=C(C=CC=C1)N1CC2(C1)S(CC(C2)NC(OCC2=CC=CC=C2)=O)(=O)=O)=O